CN1N=CC=C1C(=O)N[C@@H]1CCC2=CC(=CC=C12)C1=NC=CC=N1 (R)-1-methyl-N-(5-(pyrimidin-2-yl)-2,3-dihydro-1H-inden-1-yl)-1H-pyrazole-5-carboxamide